(S)-2-amino-3-hydroxy-N,N-dimethylpropanamide N[C@H](C(=O)N(C)C)CO